2-(3-(2-((1,5-dimethyl-1H-pyrazol-3-yl)amino)-5-methylpyrimidin-4-yl)-1H-indol-7-yl)-4-(4-(dimethylamino)phenyl)isoindolin-1-one CN1N=C(C=C1C)NC1=NC=C(C(=N1)C1=CNC2=C(C=CC=C12)N1C(C2=CC=CC(=C2C1)C1=CC=C(C=C1)N(C)C)=O)C